COC1=C(C=C(C=C1)C1=CC=C(C=C1)C1(CC1)C(=O)O)S(NC=1C=NC=2CCNC(C2C1)=O)(=O)=O 1-(4'-methoxy-3'-(N-(5-oxo-5,6,7,8-tetrahydro-1,6-naphthyridin-3-yl)sulfamoyl)-[1,1'-biphenyl]-4-yl)cyclopropane-1-carboxylic acid